FC1=CC=C2C[C@@H](C2=C1)NC(=NO)C=1C(=NON1)OCCNC(CO)=O N-{2-[(4-{N-[(7S)-4-Fluorobicyclo[4.2.0]octa-1,3,5-trien-7-yl]-N'-hydroxycarbamimidoyl}-1,2,5-oxadiazol-3-yl)oxy]ethyl}-2-hydroxyacetamid